8'-Bromo-7'-fluoro-3-methoxyspiro[cyclobutane-1,1'-pyrrolo[2,3-c]quinolin]-2'(3'H)-one BrC1=CC=2C3=C(C=NC2C=C1F)NC(C31CC(C1)OC)=O